4-fluoro-3-(2-hydroxyethoxy)-N-(2-isobutoxy-4-((2-isobutoxy-4-(((1R,4R)-4-(quinolin-3-ylcarbamoyl)cyclohexyl)carbamoyl)phenyl)carbamoyl)phenyl)benzamide FC1=C(C=C(C(=O)NC2=C(C=C(C=C2)C(NC2=C(C=C(C=C2)C(NC2CCC(CC2)C(NC=2C=NC3=CC=CC=C3C2)=O)=O)OCC(C)C)=O)OCC(C)C)C=C1)OCCO